tert-butyl-(1S,4S)-2,5-diazabicyclo[2.2.1]heptane-2-carboxylate C(C)(C)(C)OC(=O)N1[C@@H]2CN[C@H](C1)C2